4-chloro-1H-pyrrolo[3,2-c]pyridine-2-carboxylic acid ClC1=NC=CC2=C1C=C(N2)C(=O)O